(2S)-5-{4-[2-(2-ethoxyethoxy)ethoxy]phenyl}-2-[4,7,10-tris(2-tert-butoxy-2-oxoethyl)-1,4,7,10-tetraazacyclododecan-1-yl]pentanoic acid C(C)OCCOCCOC1=CC=C(C=C1)CCC[C@@H](C(=O)O)N1CCN(CCN(CCN(CC1)CC(OC(C)(C)C)=O)CC(OC(C)(C)C)=O)CC(=O)OC(C)(C)C